ClC1=CC(=C(C(=C1)F)[C@@H]1OC2=C(OC1)C=CC=C2C2CCN(CC2)CC2=NC1=C(N2C[C@H]2OCC2)C=C(C=C1)C(=O)O)F 2-((4-((S)-3-(4-chloro-2,6-difluorophenyl)-2,3-dihydrobenzo[b][1,4]dioxinIn-5-yl)piperidin-1-yl)methyl)-1-(((S)-oxetan-2-yl)methyl)-1H-benzo[d]imidazole-6-carboxylic acid